4-(6-amino-5-(4-(2-oxopyrrolidin-1-yl)phenyl)pyridin-3-yl)-N-methylfuro[2,3-b]pyridine-2-carboxamide NC1=C(C=C(C=N1)C1=C2C(=NC=C1)OC(=C2)C(=O)NC)C2=CC=C(C=C2)N2C(CCC2)=O